4-(5-{[(3R)-2-oxopiperidin-3-yl]amino}[1,2,4]triazolo[1,5-c]quinazolin-2-yl)benzonitrile O=C1NCCC[C@H]1NC1=NC=2C=CC=CC2C=2N1N=C(N2)C2=CC=C(C#N)C=C2